3-fluoro-2-(1-(((1R,3S)-3-hydroxycyclopentyl)amino)pyrido[3,4-d]pyridazin-4-yl)phenol FC=1C(=C(C=CC1)O)C=1N=NC(=C2C1C=NC=C2)N[C@H]2C[C@H](CC2)O